tris(2,6-dimethoxyphenyl)phosphonium 2-(3-benzoylphenyl)propionate C(C1=CC=CC=C1)(=O)C=1C=C(C=CC1)C(C(=O)[O-])C.COC1=C(C(=CC=C1)OC)[PH+](C1=C(C=CC=C1OC)OC)C1=C(C=CC=C1OC)OC